C(C)N(CCC[Ru])CC (3-diethylaminopropyl)ruthenium